FC1=C(N(CC2=CC=C(C=C2)OC)C2=CN=CC(=N2)C(C(=O)OC)(CC)CC)C=CC(=C1)F Methyl 2-[6-[2,4-difluoro-N-[(4-methoxyphenyl)methyl]anilino]pyrazin-2-yl]-2-ethyl-butanoate